(R)-tert-Butyl 2-((1-acetyl-4-ethyl-N-(2-oxo-2-((2'-oxo-1,1',2',3-tetrahydrospiro[indene-2,3'-pyrrolo[2,3-b]pyridin]-5-yl)amino)ethyl)piperidine-4-carboxamido)methyl)benzylcarbamate C(C)(=O)N1CCC(CC1)(C(=O)N(CC(NC=1C=C2C[C@]3(C(NC4=NC=CC=C43)=O)CC2=CC1)=O)CC1=C(CNC(OC(C)(C)C)=O)C=CC=C1)CC